2,6,10-trimethylundecanoic acid CC(C(=O)O)CCCC(CCCC(C)C)C